2,6-Diisopropyl-naphthalene C(C)(C)C1=CC2=CC=C(C=C2C=C1)C(C)C